6-((1R,3aS,6aR)-1-benzylhexahydrocyclopenta[c]pyrrol-2(1H)-yl)-4-morpholinopyridin-2(1H)-one C(C1=CC=CC=C1)[C@H]1N(C[C@@H]2[C@H]1CCC2)C2=CC(=CC(N2)=O)N2CCOCC2